CC1=C(C=CC=C1N1CCC(CC1)N[C@@H](CO)CC)C1=CC=CC=C1 (R)-2-(1-(2-methylbiphenyl-3-yl)piperidin-4-ylamino)butan-1-ol